C1(CCC(CCCC1)O)O cyclooctane-1,4-diol